C(C)(=O)NC1=C(C(=NC=C1C(=O)OCC)Cl)F ethyl 4-acetamido-6-chloro-5-fluoronicotinate